5-iodo-1-methyl-7-[4-(2-tetrahydropyran-4-yloxyethoxy)phenoxy]indazole IC=1C=C2C=NN(C2=C(C1)OC1=CC=C(C=C1)OCCOC1CCOCC1)C